cobalt-titanium lithium [Li].[Ti].[Co]